Methyl-(diphenyl)sulfonium C[S+](C1=CC=CC=C1)C1=CC=CC=C1